N[C@H](C=1N=C2N(N=CC(=C2)[C@H](N2C(NCC(C2)(F)F)=O)C2CCOCC2)C1)C1CCC(CC1)(F)F |o1:10| 1-((R*)-(2-((S)-amino(4,4-difluorocyclohexyl)methyl)imidazo[1,2-b]pyridazin-7-yl)(tetrahydro-2H-pyran-4-yl)methyl)-5,5-difluorotetrahydropyrimidin-2(1H)-one